C1(CC1)C1=NN=C(O1)C(=O)N1[C@@H](C2=C(CC1)NC=N2)C2=NN1C(C=CC=C1F)=C2 (S)-(5-cyclopropyl-1,3,4-oxadiazol-2-yl)(4-(7-fluoropyrazolo[1,5-a]pyridin-2-yl)-6,7-dihydro-1H-imidazo[4,5-c]pyridin-5(4H)-yl)methanone